BrC=1C=CC=2N(C(C=C(N2)CN(C(OC(C)(C)C)=O)C[C@H]2NC(CC2)=O)=O)C1 (S)-tert-butyl ((7-bromo-4-oxo-4H-pyrido[1,2-a]pyrimidin-2-yl)methyl)((5-oxopyrrolidin-2-yl)methyl)carbamate